3-METHYLPICOLINIC ACID CC=1C(=NC=CC1)C(=O)O